C(C1=CC=CC=C1)C1(C[C@@H]2[C@@H](CN(C2)CC(O)C=2C=CC(=NC2)O)C1)O rac-5-{2-[(3aR,5R,6aS)-5-benzyl-5-hydroxy-octahydrocyclopenta[c]pyrrol-2-yl]-1-hydroxyethyl}pyridin-2-ol